(S)-4-(5-(5-fluoro-2-methoxypyridin-4-yl)-1H-pyrazole-3-carbonyl)-4-azaspiro[2.5]octane-7-carboxamide FC=1C(=CC(=NC1)OC)C1=CC(=NN1)C(=O)N1C2(CC2)C[C@H](CC1)C(=O)N